p-Hydroxy-benzaldehyd OC1=CC=C(C=O)C=C1